O=C1N=C2N(C=3C=CC=C(C13)C(=O)N)C1=CC(=CC=C1C21CCCCC1)C1CCNCC1 oxo-10'-(piperidin-4-yl)-5'H-spiro[cyclohexane-1,7'-indolo[1,2-a]quinazoline]-4'-carboxamide